C(#N)C1=CC(=CS1)[C@H]1N(OCC1)C(=O)C1CCN(CC1)C1=NC=CC(=N1)C(=O)N 2-[4-[(3S)-3-(5-Cyano-3-thienyl)isoxazolidine-2-carbonyl]-1-piperidyl]pyrimidine-4-carboxamide